OCC1CCN(CC1)C1=CC2=C(NCCO2)C=C1NC(=O)C=1C=NN2C1N=CC(=C2)C N-[7-[4-(hydroxymethyl)-1-piperidyl]-3,4-dihydro-2H-1,4-benzoxazin-6-yl]-6-methyl-pyrazolo[1,5-a]pyrimidine-3-carboxamide